C(C)[C@@H]1N(C[C@H](N(C1)C(C)C1=CC=C2C(=N1)SC=N2)CC)C=2C=1C(N(C(N2)=O)C)=CNN1 7-((2S,5R)-2,5-diethyl-4-(1-(thiazolo[5,4-b]pyridin-5-yl)ethyl)piperazin-1-yl)-4-methyl-2,4-dihydro-5H-pyrazolo[4,3-d]pyrimidin-5-one